ethyl 2-(3-(1-(2-ethoxy-2-oxoethyl)-1H-indol-5-yl)ureido)-5,6,7,8-tetrahydro-4H-cyclohepta[b]thiophene-3-carboxylate C(C)OC(CN1C=CC2=CC(=CC=C12)NC(NC1=C(C2=C(S1)CCCCC2)C(=O)OCC)=O)=O